C(C)(C)(C)C=1C=C(C(=O)N=C2NCCN2)C=CC1NC1=CC(=CC=C1)C(NCCC1OCCCC1)=O 3-tert-butyl-N-[(2E)-imidazolidin-2-ylidene]-4-[(3-{[2-(oxan-2-yl)ethyl]carbamoyl}phenyl)amino]benzamide